C(#N)C1=NC(=C2C=C(N=CC2=C1)N[C@@H]1CN(CCC1)C(=O)OC(C)(C)C)OC1(CC1)C tert-Butyl (S)-3-(7-cyano-5-(1-methylcyclopropoxy)-2,6-naphthyridin-3-yl)aminopiperidine-1-carboxylate